2-[4-[4-[[(3RS)-2,6-Dioxo-3-piperidyl]amino]phenyl]-1-piperidyl]acetic acid trifluoroacetate tert-Butyl-2-[4-[4-[[(3RS)-2,6-dioxo-3-piperidyl]amino]phenyl]-1-piperidyl]acetate C(C)(C)(C)OC(CN1CCC(CC1)C1=CC=C(C=C1)N[C@H]1C(NC(CC1)=O)=O)=O.FC(C(=O)O)(F)F.O=C1NC(CC[C@H]1NC1=CC=C(C=C1)C1CCN(CC1)CC(=O)O)=O |r|